N-octyl-isothiazolin-3-one C(CCCCCCC)N1SCCC1=O